Methyl 4-amino-5-chloro-2-(methoxy-d3)benzoate NC1=CC(=C(C(=O)OC)C=C1Cl)OC([2H])([2H])[2H]